ClC1=NC=C(C(=C1)C=1OC=C(N1)C)C(F)(F)F 2-(2-chloro-5-(trifluoromethyl)pyridin-4-yl)-4-methyloxazole